N-(4-sulfamoylphenylcarbamoylthio)palmitamide S(N)(=O)(=O)C1=CC=C(C=C1)NC(=O)SNC(CCCCCCCCCCCCCCC)=O